2,3,4,5-tetrahydro-1,2,5-benzothiadiazepine S1NCCNC2=C1C=CC=C2